5-[(1R)-1-(4,6-dichloropyridin-3-yl)ethyl]-3-{3-[(3R)-1-(2-hydroxyethyl)hexahydropyridin-3-yl]azetidin-1-yl}-7-(trifluoromethyl)pyrrolo[3,2-b]pyrazine-6-carbonitrile ClC1=C(C=NC(=C1)Cl)[C@@H](C)N1C(=C(C2=NC=C(N=C21)N2CC(C2)[C@@H]2CN(CCC2)CCO)C(F)(F)F)C#N